BrCCOC1=CC(=C(C=C1OC)CO)[N+](=O)[O-] (4-(2-Bromoethoxy)-5-methoxy-2-nitrophenyl)methanol